3-(5-cyano-4-((1-(methoxymethyl)cyclopropyl)amino)pyridin-2-yl)-1-(6-formyl-5-((4-methyl-2-oxopiperazin-1-yl)methyl)pyridin-2-yl)-1-methylurea C(#N)C=1C(=CC(=NC1)NC(N(C)C1=NC(=C(C=C1)CN1C(CN(CC1)C)=O)C=O)=O)NC1(CC1)COC